3-methoxy-6-(4-methoxy-1-piperidyl)pyridine-2-sulfonyl chloride COC=1C(=NC(=CC1)N1CCC(CC1)OC)S(=O)(=O)Cl